OC[C@H](C(=O)N(C)C)OC1=CC=C2C(=CC(OC2=C1)=O)C1=C(C=CC=C1)C (R)-3-hydroxy-N,N-dimethyl-2-((2-oxo-4-(o-tolyl)-2H-chromen-7-yl)oxy)propanamide